(E)-4-nitrobenzaldehyde O-(1-methyl-3-(difluoromethyl)-1H-pyrazole-4-carbonyl) oxime CN1N=C(C(=C1)C(=O)O\N=C\C1=CC=C(C=C1)[N+](=O)[O-])C(F)F